COC(\C=C\C(=O)Cl)=O.OCCOC1=CC=C(C=C1)C(C)(C)C1=CC=C(C=C1)OCCO 2,2-bis(4'-β-hydroxyethoxyphenyl)propane methyl-(E)-4-chloro-4-oxobut-2-enoate